C(CCCCC)OC[C@@H](COCCCCCCCCCC\C=C/C\C=C/CCCCC)N(C)C (2S)-1-(hexyloxy)-3-[(11Z,14Z)-eicosa-11,14-dien-1-yloxy]-N,N-di-methylpropan-2-amine